FC1=C(C=C(C=C1F)F)S(=O)(=O)N 2,3,5-trifluorobenzenesulfonamide